3-(imidazo[1,2-b]pyridazin-3-ylethynyl)-4-methyl-N-(4-(((2-(2-oxomorpholino)ethyl)amino)methyl)-3-(trifluoromethyl)phenyl)benzamide N=1C=C(N2N=CC=CC21)C#CC=2C=C(C(=O)NC1=CC(=C(C=C1)CNCCN1CC(OCC1)=O)C(F)(F)F)C=CC2C